ClC1=C(C(=O)NC=2C=C3C=C(N(C3=CC2)CCOC)C(=O)NC2=CC(=CC(=C2)F)Cl)C=C(C=C1)CNC(C(C)C)=O 5-(2-chloro-5-(isobutyrylaminomethyl)benzoylamino)-N-(3-chloro-5-fluorophenyl)-1-(2-methoxyethyl)-1H-indole-2-carboxamide